COC(=O)C1=CC=C2C3(CNC(C2=C1)=O)CC3 1'-keto-2',3'-Dihydro-1'H-spiro[cyclopropane-1,4'-isoquinoline]-7'-carboxylic acid methyl ester